O=C1N(C(C=C1)=O)CCOCCC(=O)NC1OCC1C(=O)O [3-[2-(2,5-dioxopyrrol-1-yl)ethoxy]propionylamino]oxetan-3-carboxylic acid